C(C)OC(=O)C1=NC2=CC=CC=C2C(=C1C(=O)OCC)Cl 4-chloroquinoline-2,3-dicarboxylic acid diethyl ester